tert-butyl (2R)-6-(benzyloxy)-2-{[(tert-butoxycarbonyl)(propyl)amino]methyl}-5-[(2-tert-butoxy-2-oxoethyl)(trifluoroacetyl)amino]-4-fluoro-2,3-dihydro-1H-indole-1-carboxylate C(C1=CC=CC=C1)OC1=C(C(=C2C[C@@H](N(C2=C1)C(=O)OC(C)(C)C)CN(CCC)C(=O)OC(C)(C)C)F)N(C(C(F)(F)F)=O)CC(=O)OC(C)(C)C